[1,1'-biphenyl]-4-yltrimethylsilane C1(=CC=C(C=C1)[Si](C)(C)C)C1=CC=CC=C1